thiopterin N1=C(N)NC(=S)C2=NC=CN=C12